FC(C=1C=C(C=CC1F)C=1C=C(C=NC1)CN1CC2(CNC2)OC1=O)F 6-[[5-[3-(Difluoromethyl)-4-fluoro-phenyl]-3-pyridyl]methyl]-8-oxa-2,6-diazaspiro[3.4]octan-7-one